NCC1CC(CCC1)CN 1,3-bis-aminomethylcyclohexane